tert-butyl 2-(5-(cyclopropyldifluoromethyl)-3-fluoro-2-methoxyphenyl)-2-((R)-3-(methyl(5-(5,6,7,8-tetrahydro-1,8-naphthyridin-2-yl)pentyl)amino)pyrrolidin-1-yl)acetate C1(CC1)C(C=1C=C(C(=C(C1)C(C(=O)OC(C)(C)C)N1C[C@@H](CC1)N(CCCCCC1=NC=2NCCCC2C=C1)C)OC)F)(F)F